(2-cyclopentylphenyl)-1-(4-methoxybenzyl)piperazine C1(CCCC1)C1=C(C=CC=C1)C1N(CCNC1)CC1=CC=C(C=C1)OC